6-(6-chloro-3-ethylsulfonyl-pyrazolo[1,5-a]pyridin-2-yl)-3-(trifluoromethyl)-7H-pyrrolo[3,4-b]pyridin ClC=1C=CC=2N(C1)N=C(C2S(=O)(=O)CC)N2CC1=NC=C(C=C1C2)C(F)(F)F